OC1C(OCC1O)C(=O)NC([2H])([2H])[2H] 3,4-dihydroxyl-N-(methyl-d3)-tetrahydrofuran-2-carboxamide